ClC=1C=CC2=C(N=C(O2)C2CC3(CC(C3)C3=C(OC(=C3)[S@@](=O)(=N)C3CC3)C(=O)N)C2)C1 [6-(5-chloro-1,3-benzoxazol-2-yl)spiro[3.3]Heptane-2-yl]-5-[(R)-cyclopropylsulfonimidoyl]Furan-2-carboxamide